2-methyl-1,2,4,5-tetrahydro-3H-benzo[d]azepine CC1NCCC2=C(C1)C=CC=C2